tert-butyl (R)-2-(((1-(4-fluoro-3-(trifluoromethyl)phenyl)cyclopropyl) (methoxycarbonyl)amino)methyl)pyrrolidine-1-carboxylate FC1=C(C=C(C=C1)C1(CC1)N(C(=O)OC)C[C@@H]1N(CCC1)C(=O)OC(C)(C)C)C(F)(F)F